(R)-2-((1-(2-cyano-3-(4-cyanopiperidin-1-yl)-7-methylquinoxalin-5-yl)ethyl)amino)benzoic acid C(#N)C1=NC2=CC(=CC(=C2N=C1N1CCC(CC1)C#N)[C@@H](C)NC1=C(C(=O)O)C=CC=C1)C